tert-butyl 5-(4-(4-(benzo[d]thiazol-5-ylamino)quinolin-7-yl)-3-fluorobenzoyl)hexahydropyrrolo[3,4-c]pyrrole-2(1H)-carboxylate S1C=NC2=C1C=CC(=C2)NC2=CC=NC1=CC(=CC=C21)C2=C(C=C(C(=O)N1CC3C(C1)CN(C3)C(=O)OC(C)(C)C)C=C2)F